FC=1C=CC(=C(C1)C=1C(=C(C=CC1)N(C(=O)N)CC=1C=NC=CC1)S(N)(=O)=O)OC (5-fluoro-2-methoxyphenyl(sulfamoyl)phenyl)-1-(pyridin-3-ylmethyl)urea